C[C@H]1N(CC[C@@H](C1)C1=CC=C(C=C1)C(F)(F)F)C(=O)C1CC2(C1)NC(OC2)=O |o1:1,5| 2-((2R*,4S*)-2-Methyl-4-(4-(trifluoromethyl)phenyl)piperidine-1-carbonyl)-7-oxa-5-azaspiro[3.4]octan-6-one